OC1(CCC(CC1)=O)C1=CC=C(C=N1)N1CC(C1)C(=O)N(C)C 1-[6-(1-hydroxy-4-oxocyclohexyl)pyridin-3-yl]-N,N-dimethylazetidine-3-carboxamide